S1C(=NC2=C1C=CC=C2)C2=NC1=C(C=CC=C1C=C2)OCC(=O)NN 2-((2-(benzo[d]thiazol-2-yl)quinolin-8-yl)oxy)acethydrazide